1-((4-benzyl-3,4-dihydro-2H-benzo[b][1,4]oxazin-7-yl)methyl)-3-(1H-indol-6-yl)urea C(C1=CC=CC=C1)N1C2=C(OCC1)C=C(C=C2)CNC(=O)NC2=CC=C1C=CNC1=C2